CN1N=C2C(=CC(=CC2=C1)C1=CC=2N=CN(C(C2S1)=O)C1CCN(CC1)C)C 6-(2,7-dimethyl-2H-indazol-5-yl)-3-(1-methylpiperidin-4-yl)thieno[3,2-d]pyrimidin-4(3H)-one